N-[(5E)-2-fluoro-5-hydroxyimino-1-methyl-6,7,8,9-tetrahydrobenzo[7]annulen-4-yl]acetamide FC=1C=C(C/2=C(CCCC\C2=N/O)C1C)NC(C)=O